N-(3-fluoro-4-(1-ethyl-6-(1H-pyrazol-4-yl)-1H-indazol-5-yloxy)phenyl)-1-(4-fluorophenyl)-6-ethoxy-2-oxo-1,2-dihydropyridine-3-carboxamide FC=1C=C(C=CC1OC=1C=C2C=NN(C2=CC1C=1C=NNC1)CC)NC(=O)C=1C(N(C(=CC1)OCC)C1=CC=C(C=C1)F)=O